2'-(3-(2-hydroxypropan-2-yl)-1H-pyrazol-1-yl)-5',6-dimethyl-2H-[1,4'-bipyridine] OC(C)(C)C1=NN(C=C1)C1=NC=C(C(=C1)N1CC=CC=C1C)C